propionaldehyde C(CC)=O